3-(2-chloro-4-(fluoromethyl)thiophen-3-yl)-7-(2-methoxy-4-(1-methylpiperidin-4-yl)phenylamino)-1-(4-methoxyphenyl)-3,4-dihydropyrimido[4,5-d]pyrimidin-2(1H)-one ClC=1SC=C(C1N1C(N(C2=NC(=NC=C2C1)NC1=C(C=C(C=C1)C1CCN(CC1)C)OC)C1=CC=C(C=C1)OC)=O)CF